ClC1=C(COC=2C=C3C(CC(C3=CC2)N2CCC(CC2)C(=O)O)(C)C)C(=CC=C1)Cl 1-(5-((2,6-dichlorobenzyl)oxy)-3,3-dimethyl-2,3-dihydro-1H-inden-1-yl)-piperidine-4-carboxylic acid